(S)-N-(5-(2-(1-cyclopropylethyl)-1-oxoisoindolin-5-yl)-4-methylthiazol-2-yl)acetamide C1(CC1)[C@H](C)N1C(C2=CC=C(C=C2C1)C1=C(N=C(S1)NC(C)=O)C)=O